C12CCC(CC1)N2C(=O)C2=C(OC=1C(=NC=NC1)N1CC3(CCN(C3)CC3=CC4=C(NC(N4)=O)C=C3)CC1)C=CC(=C2)F 5-((7-(5-(2-((1s,4s)-7-azabicyclo[2.2.1]heptane-7-carbonyl)-4-fluorophenoxy)pyrimidin-4-yl)-2,7-diazaspiro[4.4]non-2-yl)methyl)-1,3-dihydro-2H-benzo[d]imidazol-2-one